N-(4-fluoro-3-(methylthio)phenyl)-4-(trifluoromethyl)benzamide FC1=C(C=C(C=C1)NC(C1=CC=C(C=C1)C(F)(F)F)=O)SC